4-chloro-3-[(2R)-4,4-difluoro-2-(1-fluoroethyl)pyrrolidin-1-yl]-1H-indazole ClC1=C2C(=NNC2=CC=C1)N1[C@H](CC(C1)(F)F)C(C)F